BrC1=C(C=C(C(=O)N(C)[C@H](C)C2=CN(C(C3=CC(=C(C=C23)F)F)=O)C)C=C1)F |r| Racemic-4-bromo-N-(1-(6,7-difluoro-2-methyl-1-oxo-1,2-dihydroisoquinolin-4-yl)ethyl)-3-fluoro-N-methylbenzamide